COC1=CC=C(C=C1)C1=NN(C(C1)C1=CC=C(C=C1)OC)S(=O)(=O)C1=CC=C(C=C1)OC 3,5-bis(4-methoxyphenyl)-1-((4-methoxyphenyl)sulfonyl)-4,5-dihydro-1H-pyrazole